2-fluoro-5-(5-((((1aR,6bR)-5-fluoro-1a,6b-dihydro-1H-cyclopropa[b]benzofuran-6-yl)methyl)amino)-[1,2,4]triazolo[4,3-c]pyrimidin-8-yl)-3-methylbenzo[b]thiophene 1,1-dioxide FC1=C(C2=C(S1(=O)=O)C=CC(=C2)C=2C=1N(C(=NC2)NCC2=C(C=CC3=C2[C@@H]2[C@H](O3)C2)F)C=NN1)C